1-(2,2,2-trifluoroethyl)-3-[[4-[5-(trifluoromethyl)-1,2,4-oxadiazol-3-yl]benzoyl]amino]urea FC(CNC(=O)NNC(C1=CC=C(C=C1)C1=NOC(=N1)C(F)(F)F)=O)(F)F